NC1=C(C(=NN1C(C)C)C1=CC=C(C=C1)S(NC1=NC=CC(=C1)C(F)(F)F)(=O)=O)C(=O)N 5-amino-1-isopropyl-3-(4-(N-(4-(trifluoromethyl)pyridin-2-yl)sulfamoyl)phenyl)-1H-pyrazole-4-carboxamide